ClC=1C=C2C=NNC2=C(C1)C1(C[C@H]2C([C@H]2C1)NC(=O)C1CC1)O N-((1R,3r,5S,6r)-3-(5-chloro-1H-indazol-7-yl)-3-hydroxybicyclo[3.1.0]hexan-6-yl)cyclopropanecarboxamide